C(C)(C)(C)OC(=O)N1CC=2N(CC1)N=C(C2C2=C1C(=NC=C2)NC=C1C)C1=CC=C(C=C1)F.ClC=1C(=NC=CC1)C#C[Si](C)(C)C chloro-2-((trimethylsilyl)ethynyl)pyridine tert-butyl-2-(4-fluorophenyl)-3-(3-methyl-1H-pyrrolo[2,3-b]pyridin-4-yl)-6,7-dihydropyrazolo[1,5-a]pyrazine-5(4H)-carboxylate